N-(1-(3-cyanophenyl)-3-cyclopropylpropylidene)-2-methylpropane-2-sulfinamide C(#N)C=1C=C(C=CC1)C(CCC1CC1)=NS(=O)C(C)(C)C